rac-2-tert-butyl 3-methyl 1-hydroxy-2-azaspiro[4.4]non-7-ene-2,3-dicarboxylate OC1N(C(CC12CC=CC2)C(=O)OC)C(=O)OC(C)(C)C